N-(3,4-dimethoxyphenyl)-1-(3-(5-methyl-1H-imidazol-1-yl)propanamido)cyclopentane-1-carboxamide COC=1C=C(C=CC1OC)NC(=O)C1(CCCC1)NC(CCN1C=NC=C1C)=O